ethyl (S)-3-amino-3-(3-(2-methoxybenzyl)phenyl)propanoate N[C@@H](CC(=O)OCC)C1=CC(=CC=C1)CC1=C(C=CC=C1)OC